O=C1OC(CN1)CNC(OC(C)(C)C)=O tert-butyl ((2-oxooxazolidin-5-yl)methyl)carbamate